C(C)(C)(C)N1CCN(CC1)C=1C=C(C=CC1)C1=NC(=CC(=C1OCOC)C1=CC(=C(C=C1)N1C(N(C=C1)C)=O)Cl)F 1-(4-(2-(3-(4-(tert-butyl)piperazin-1-yl)phenyl)-6-fluoro-3-(methoxymethoxy)pyridin-4-yl)-2-chlorophenyl)-3-methyl-1,3-dihydro-2H-imidazol-2-one